CSC=1C=C(C=NC1)CN1N=C(C=CC1=O)C=1C=NC(=NC1)OCC(F)(F)F 2-((5-(methylthio)pyridin-3-yl)methyl)-6-(2-(2,2,2-trifluoroethoxy)pyrimidin-5-yl)pyridazin-3(2H)-one